Cl.CN1N=C(C2=CC=C(C=C12)C1CCNCC1)N1C(NC(CC1)=O)=O (1-methyl-6-(piperidin-4-yl)-1H-indazol-3-yl)dihydropyrimidine-2,4(1H,3H)-dione hydrochloride